(3-Glycidoxybutyl)trimethoxysilane C(C1CO1)OC(CC[Si](OC)(OC)OC)C